8-(2,6-dimethylpyridin-4-yl)-7-(4-fluorophenyl)tetrazolo[1,5-c]pyrimidin-5-amine CC1=NC(=CC(=C1)C=1C=2N(C(=NC1C1=CC=C(C=C1)F)N)N=NN2)C